4-amino-2-bromo-5-(trifluoromethoxy)benzonitrile NC1=CC(=C(C#N)C=C1OC(F)(F)F)Br